N1=C(N=CC=C1)NS(=O)(=O)N1N=CC2=CC=CC=C12 N-(pyrimidin-2-yl)-1H-indazole-1-sulfonamide